C(C)OP(OCC)OCC triethylphosphite